C(C=C)OC1=CC=C(CNC(N(C2CCN(CC2)C)CC2=C(C=C(C=C2)F)F)=O)C=C1 3-(4-(allyloxy)benzyl)-1-(2,4-difluorobenzyl)-1-(1-methylpiperidin-4-yl)urea